FC1=CC(=C2C=C(N(C2=C1)CC(F)(F)F)C#CCNC1=C(C=C(C=C1)S(N)(=O)=O)OC)N(C(OC(C)(C)C)=O)C1CCOCC1 tert-butyl (6-fluoro-2-(3-((2-methoxy-4-sulfamoylphenyl)amino)prop-1-yn-1-yl)-1-(2,2,2-trifluoroethyl)-1H-indol-4-yl)(tetrahydro-2H-pyran-4-yl)carbamate